6-(3-isopropyl-5-(1-(tetrahydrofuran-3-yl)piperidin-4-yl)-1H-indol-2-yl)-2,4-dimethylpyridazin-3(2H)-one C(C)(C)C1=C(NC2=CC=C(C=C12)C1CCN(CC1)C1COCC1)C=1C=C(C(N(N1)C)=O)C